BrC1=CC=C2C3(CC=4C(=NOC4C2=C1)NS(=O)(=O)C1CCCC1)CC3 N-(8'-bromo-4'H-spiro[cyclopropane-1,5'-naphtho[2,1-d]isoxazol]-3'-yl)cyclopentanesulfonamide